(3R)-3-[[(2S)-2-[[(2S,3S)-2-(9H-fluoren-9-ylmethoxycarbonylamino)-3-methylpentanoyl]-methylamino]-3-methylbutanoyl]-methylamino]butanoic acid C1=CC=CC=2C3=CC=CC=C3C(C12)COC(=O)N[C@H](C(=O)N([C@H](C(=O)N([C@@H](CC(=O)O)C)C)C(C)C)C)[C@H](CC)C